2,4,6-trifluoro-3,5-dichlorobenzoic acid FC1=C(C(=O)O)C(=C(C(=C1Cl)F)Cl)F